2-fluoro-4-[5-(trifluoromethyl)thiophen-3-yl]benzaldehyde FC1=C(C=O)C=CC(=C1)C1=CSC(=C1)C(F)(F)F